Cl\C=C\Cl (E)-1,2-dichloroethene